C(CCCCC)C[SiH](Cl)Cl 1-hexyl-methyl-dichlorosilane